tert-butyl 6-((methylsulfonyl) oxy)-2-azaspiro[3.3]heptane-2-carboxylate CS(=O)(=O)OC1CC2(CN(C2)C(=O)OC(C)(C)C)C1